COC(C1=C(C=CC(=C1)N)C#CCNC(=O)OC(C)(C)C)=O methyl-5-amino-2-(3-((tertbutoxycarbonyl)amino)prop-1-yn-1-yl)benzoate